C(C1=CC=CC=C1)OCCOCCO[C@@H](COC(C1=CC=CC=C1)(C1=CC=CC=C1)C1=CC=CC=C1)C [[(2R)-2-[2-(2-benzyloxyethoxy)ethoxy]propoxy]-diphenyl-methyl]benzene